C1(=CC=CC=C1)S(=O)(=O)C1=CC=CC=C1.[K].[K] dipotassium diphenyl sulfone